C(C)(C)C1C(CC(CC1)C)=O 2-isopropyl-5-methylcyclohexan-1-one